CCCCCCCCCC/C=C\\CC(=O)SCCNC(=O)CCNC(=O)[C@@H](C(C)(C)COP(=O)(O)OP(=O)(O)OC[C@@H]1[C@H]([C@H]([C@@H](O1)N2C=NC3=C(N=CN=C32)N)O)OP(=O)(O)O)O The molecule is a tetradecenoyl-CoA having cis-tetradec-3-enoyl as the S-acyl group. It is a tetradecenoyl-CoA and an 11,12-saturated fatty acyl-CoA. It derives from a coenzyme A. It is a conjugate acid of a cis-tetradec-3-enoyl-CoA(4-).